C(C)C=1C(=CC=C2C=C(C=C(C12)C1=CC=2N=C(N=C(C2C(O1)=O)N1CCOCCC1)SC)OCOC)F 7-[8-ethyl-7-fluoro-3-(methoxymethoxy)naphthalen-1-yl]-2-(methylsulfanyl)-4-(1,4-oxazepan-4-yl)pyrano[4,3-d]pyrimidin-5-one